2,5-di-m-toluidinyl-terephthalic acid N(C1=CC(=CC=C1)C)C1=C(C(=O)O)C=C(C(=C1)C(=O)O)NC1=CC(=CC=C1)C